NC1(CCN(CC1)C(=O)OC(C)(C)C)C(NCCNC(=O)OC(C)(C)C)=O tert-butyl 4-amino-4-({2-[(tert-butoxycarbonyl)amino]ethyl}carbamoyl)piperidine-1-carboxylate